C1CCC2=C(C=CC=C12)C=1N=C(C2=C(N1)OC(=C2C(=O)N)C)NC2(CC2)C (2,3-dihydro-1H-inden-4-yl)-6-methyl-4-[(1-methylcyclopropyl)amino]furo[2,3-d]pyrimidine-5-carboxamide